ClC1=C(C=C(C=C1)F)N=C(N)C1=C(C=2N(N=C1)C=C(C2)C=2C=NC(=CC2C)OC)N[C@H]2CC[C@H](CC2)NC(OC(C)(C)C)=O tert-butyl N-[cis-4-[[3-[N'-(2-chloro-5-fluoro-phenyl)carbamimidoyl]-6-(6-methoxy-4-methyl-3-pyridyl)pyrrolo[1,2-b]pyridazin-4-yl]amino]cyclohexyl]carbamate